FC1=CC=C(C(=O)NC2CC(C2)C2=NN=C(N2C2=CC=CC=C2)C=2SC=CN2)C=C1 4-fluoro-N-((1r,3r)-3-(4-phenyl-5-(thiazol-2-yl)-4H-1,2,4-triazol-3-yl)cyclobutyl)benzamide